(2R,3S,4R,5R)-5-(4-aminopyrrolo[2,1-f][1,2,4]triazin-7-yl)-5-cyano-4-hydroxy-2-(((3-methylbutanoyl)oxy)methyl)tetrahydrofuran-3-yl 3-methylbutanoate CC(CC(=O)O[C@@H]1[C@H](O[C@@]([C@@H]1O)(C#N)C1=CC=C2C(=NC=NN21)N)COC(CC(C)C)=O)C